ClC=1C=C(C=CC1Cl)C(CO)N1C(C2=CC(=CC=C2C1)C1=NC(=NC=C1)S(=O)(=O)C)=O 2-(1-(3,4-dichlorophenyl)-2-hydroxyethyl)-6-(2-(methylsulfonyl)pyrimidin-4-yl)isoindolin-1-one